N-(4-(7-(8-ethynyl-7-fluoro-3-hydroxynaphthalen-1-yl)-8-fluoro-2-(((R)-1-methylpiperidin-2-yl)methoxy)pyrido[4,3-d]pyrimidin-4-yl)-1,4-oxazepan-6-yl)acrylamide C(#C)C=1C(=CC=C2C=C(C=C(C12)C1=C(C=2N=C(N=C(C2C=N1)N1CCOCC(C1)NC(C=C)=O)OC[C@@H]1N(CCCC1)C)F)O)F